ClC1=CC=C(C=C1)[C@]1(CC=2C(=NC=C(C2)C(=O)N2C[C@H](CC2)N(C(C)=O)C)N1)C N-[(3S)-1-[(2R)-2-(4-chlorophenyl)-2-methyl-1H,2H,3H-pyrrolo[2,3-b]pyridine-5-carbonyl]pyrrolidin-3-yl]-N-methylacetamide